C(N)(=O)C=1C=C(CNC(=O)N2CCC3(NC4=CC=C(C=C4C(C3)=O)F)CC2)C=CC1F N-(3-carbamoyl-4-fluorobenzyl)-6'-fluoro-4'-oxo-3',4'-dihydro-1'H-spiro[piperidine-4,2'-quinoline]-1-carboxamide